chloro-5-((4-((1-cyclopropyl-3-(tetrahydro-2H-pyran-4-yl)-1H-pyrazol-4-yl)oxy)pyridin-2-yl)amino)benzenesulfonamide ClC1=C(C=C(C=C1)NC1=NC=CC(=C1)OC=1C(=NN(C1)C1CC1)C1CCOCC1)S(=O)(=O)N